(S)-1-(3-((4-(morpholinomethyl)-6-((5-(5-(pyridin-2-yl)-1,3,4-oxadiazol-2-yl)isoxazol-3-yl)amino)pyridin-2-yl)amino)piperidin-1-yl)prop-2-en-1-one O1CCN(CC1)CC1=CC(=NC(=C1)NC1=NOC(=C1)C=1OC(=NN1)C1=NC=CC=C1)N[C@@H]1CN(CCC1)C(C=C)=O